FC=1C(=CC(=NC1)OC)C1=CC(=NN1C1OCCCC1)C(=O)N1CCC(CC1)C(=O)NCC=1C=C2C(=NNC2=CC1)C (5-(5-fluoro-2-methoxypyridin-4-yl)-1-(tetrahydro-2H-pyran-2-yl)-1H-pyrazole-3-carbonyl)-N-((3-methyl-1H-indazol-5-yl)methyl)piperidine-4-carboxamide